2'-oxo-2-(quinolin-4-yl)-2',3'-dihydro-1'h-[1,5'-bi-benzo[d]imidazole]-5-carboxamide O=C1NC2=C(N1)C=CC(=C2)N2C(=NC1=C2C=CC(=C1)C(=O)N)C1=CC=NC2=CC=CC=C12